N[C@@H](CC1=CC=CC=C1)C(=O)O L-phenylalanine